7-benzyl 5-(tert-butyl) (R or S)-2-(4-cyclopropyl-2-(hydroxymethyl)phenyl)-3,4,5a,6,8,9-hexahydro-2H-1,2,5,7-tetraazabenzo[cd]azulene-5,7-dicarboxylate C1(CC1)C1=CC(=C(C=C1)N1N=C2CCN(C[C@H]3C2=C1CCN3C(=O)OC(C)(C)C)C(=O)OCC3=CC=CC=C3)CO |o1:16|